C1(C(CC=CC1)CO)CO cyclohexane-4-ene-1,2-diyl-dimethyl alcohol